C12CC(CC(CC1)N2)SC2=CC=C(N=N2)C2=CC=C(C=1N=CSC12)C=1C=NNC1 7-{6-[(exo)-8-azabicyclo[3.2.1]octan-3-ylsulfanyl]pyridazin-3-yl}-4-(1H-pyrazol-4-yl)-1,3-benzothiazole